2-(2-((5-(3-(3-amino-1H-pyrazol-4-yl)phenyl)-1-isopropyl-1H-indazol-3-yl)methoxy)phenyl)acetic acid NC1=NNC=C1C=1C=C(C=CC1)C=1C=C2C(=NN(C2=CC1)C(C)C)COC1=C(C=CC=C1)CC(=O)O